1-cyclopropyl-3-isothiocyanato-5-(trifluoromethyl)pyridin-2(1H)-one C1(CC1)N1C(C(=CC(=C1)C(F)(F)F)N=C=S)=O